(S)-2-((S)-3-(5-((S)-1-amino-2,2,2-trifluoroethyl)-6-oxo-1,6-dihydropyridin-3-yl)-4,4-difluoropiperidin-1-yl)-N-(5-(4-fluorophenoxy)pyridin-2-yl)propanamide N[C@H](C(F)(F)F)C1=CC(=CNC1=O)[C@H]1CN(CCC1(F)F)[C@H](C(=O)NC1=NC=C(C=C1)OC1=CC=C(C=C1)F)C